[C@H]1([C@H](O)[C@@H](O)[C@@H](O)[C@H](O1)CO)O[C@@H]1[C@@H]([C@H]([C@H](O[C@@H]1CO)O[C@H]([C@H](C=O)O)[C@@H](O)[C@H](O)CO)O)O α-D-Galactopyranosyl-(1→4)-α-D-galactopyranosyl-(1→3)-D-galactose